N(N)C1=NC(=NC(=N1)NN)NN 2,4,6-tri(hydrazino)-1,3,5-triazine